NC=1N=NC(=CC1OCCC1=CC=C(CNC(CCN2CCNCC2)=O)C=C1)C1=C(C=CC=C1)O N-(4-(2-((3-amino-6-(2-hydroxyphenyl)pyridazin-4-yl)oxy)ethyl)benzyl)-3-(piperazin-1-yl)propanamide